methyl 4-[[(2R)-2-[4-(2-chloro-4-fluoro-phenyl)-2-oxo-chromen-7-yl]oxypropanoyl]amino]pyridine-2-carboxylate ClC1=C(C=CC(=C1)F)C1=CC(OC2=CC(=CC=C12)O[C@@H](C(=O)NC1=CC(=NC=C1)C(=O)OC)C)=O